(R)-5-(4'-Chloro-2'-methoxy-3,4,5,6-tetrahydro-2H-[1,3']bipyridinyl-4-yl)-7-(2-cyclopropyl-benzyl)-2,4-dimethyl-2,4,5,7-tetrahydro-pyrazolo[3,4-d]pyrimidin-6-on ClC1=C(C(=NC=C1)OC)N1CCC(CC1)N1C(N(C=2C([C@H]1C)=CN(N2)C)CC2=C(C=CC=C2)C2CC2)=O